3,4-bis(methoxycarbonyl)pyridine 1-oxide COC(=O)C=1C=[N+](C=CC1C(=O)OC)[O-]